(1R,2S,5R)-2-carbamoyl-7-oxo-1,6-diazabicyclo[3.2.1]oct-6-ylphenyl sulfate S(=O)(=O)(OC1=C(C=CC=C1)N1[C@@H]2CC[C@H](N(C1=O)C2)C(N)=O)[O-]